OC1=CC=C(C=C1)C1=CC(=NN1)NC1=C(C=C(C=C1C)O)C 4-((5-(4-hydroxyphenyl)-1H-pyrazol-3-yl)amino)-3,5-dimethylphenol